CC=1C=C(C=CC1C)C=1C=NC2=CC=CC=C2C1 3-(3,4-dimethylphenyl)quinoline